C(C1=CC=CC=C1)OC(=O)NC(C(=O)OC)=C1CSC1 methyl 2-(((benzyloxy)carbonyl) amino)-2-(thietan-3-ylidene)acetate